6-(4-chloro-7H-pyrrolo[2,3-d]pyrimidin-7-yl)-2,2-dimethyl-tetrahydro-3aH-cyclopenta[d][1,3]dioxole-4-carbaldehyde ClC=1C2=C(N=CN1)N(C=C2)C2CC(C1C2OC(O1)(C)C)C=O